rac-(5S,7S)-7-fluoro-5-phenyl-2-[(S)-2,2,2-trifluoroethylsulfinyl]-6,7-dihydro-5H-pyrrolo[1,2-b][1,2,4]triazole F[C@H]1C[C@H](N2N=C(N=C21)[S@@](=O)CC(F)(F)F)C2=CC=CC=C2 |&1:1,3|